(R)-7-methoxy-8-nitro-1,2,4a,5-tetrahydrobenzo[b]pyrazino[1,2-d][1,4]oxazine-3(4H)-carboxylic acid tert-butyl ester C(C)(C)(C)OC(=O)N1C[C@H]2N(C3=C(OC2)C(=C(C=C3)[N+](=O)[O-])OC)CC1